(R)-8-(1-aminoethyl)-6-methyl-3-(methyl-d3)-2-morpholinoquinazolin-4(3H)-one N[C@H](C)C=1C=C(C=C2C(N(C(=NC12)N1CCOCC1)C([2H])([2H])[2H])=O)C